CC1=NC=CC(=C1)C1=CC=2C=NC(=CC2N1COCC[Si](C)(C)C)NC1(CCOCC1)C 2-(2-methylpyridin-4-yl)-N-(4-methyltetrahydro-2H-pyran-4-yl)-1-((2-(trimethylsilyl)ethoxy)methyl)-1H-pyrrolo[3,2-c]pyridin-6-amine